C(CC)[C@@H]1CC[C@H](CC1)C1=CC=C(C=C1)C#CC1=C(C=C(C(=C1)F)C#CC)F 1-(4-(trans-4-n-propylcyclohexyl)phenyl)ethynyl-2,5-difluoro-4-(1-propynyl)benzene